N-(4-{[6-(5-chloro-2-fluorophenyl)-3-methylpyridazin-4-yl]amino}pyridin-2-yl)-2-(1,4-diazepan-1-yl)acetamide ClC=1C=CC(=C(C1)C1=CC(=C(N=N1)C)NC1=CC(=NC=C1)NC(CN1CCNCCC1)=O)F